C1(=CC=CC=C1)C1(C(C=CC=C1)([N+](=O)[O-])NN)C1=CC=CC=C1 2,2-diphenyl-1-nitrophenylhydrazine